ClC1=C(C=C2C(=C(N(C2=C1F)C)C1=NNC(=N1)[C@@H](C)N(C)C)C=1C=NNC1)OC (R)-1-(3-(6-chloro-7-fluoro-5-methoxy-1-methyl-3-(1H-pyrazol-4-yl)-1H-indol-2-yl)-1H-1,2,4-triazol-5-yl)-N,N-dimethylethan-1-amine